(5-cyclobutyl-1-methyl-1H-pyrazol-3-yl)-5-fluoropyridine C1(CCC1)C1=CC(=NN1C)C1=NC=C(C=C1)F